1-[(2R)-butan-2-yl]1H-imidazole-4-carboxylic acid C[C@H](CC)N1C=NC(=C1)C(=O)O